O=C1NC(CCC1N1C(N(C2=C1C=CC=C2CCN2CC1(C2)CCN(CC1)C(=O)OC(C)(C)C)C)=O)=O tert-butyl 2-[2-[1-(2,6-dioxo-3-piperidyl)-3-methyl-2-oxo-benzimidazol-4-yl] ethyl]-2,7-diazaspiro[3.5]nonane-7-carboxylate